C1(CC1)[C@H](NC(CN1N=CC2=C(C1=O)C(=NN2C2CC2)C)=O)C2=CC=CC=C2 (S)-N-(Cyclopropyl(phenyl)methyl)-2-(1-cyclopropyl-3-methyl-4-oxo-1,4-dihydro-5H-pyrazolo-[3,4-d]pyridazin-5-yl)acetamid